ClC=1N=NC=C(C1)C 3-chloro-5-methyl-pyridazine